(4-((5-(2-chloropyridin-4-yl)-2-methylphenyl)sulfonyl)piperazin-1-yl)ethan-1-ol ClC1=NC=CC(=C1)C=1C=CC(=C(C1)S(=O)(=O)N1CCN(CC1)C(C)O)C